FC1=NC=CC(=C1)C#CC=1C=NC=CC1SC(C(=O)O)(C)C 2-((3-(2-fluoropyridin-4-ylethynyl)pyridin-4-yl)mercapto)-2-methylpropanoic acid